(4-(1-(2-(1H-indol-3-yl)-2-methylpropyl)-1H-1,2,3-triazol-4-yl)phenyl)methanol N1C=C(C2=CC=CC=C12)C(CN1N=NC(=C1)C1=CC=C(C=C1)CO)(C)C